OCCN1C2=CC=CC=3C=C(N(CC1)C32)C3=NC2=C(N3C)C(=CC(=C2)C(=O)O)OC 2-[9-(2-hydroxyethyl)-1,9-diazatricyclo[6.3.1.04,12]dodeca-2,4(12),5,7-tetraen-2-yl]-7-methoxy-1-methyl-benzimidazole-5-carboxylic acid